O1CC(C1)COC1=CC=NC2=CC=C(C=C12)OC(C)C 4-(oxetan-3-ylmethoxy)-6-(propan-2-yloxy)quinoline